(S)-2-((4-(3-fluoro-2-(methoxymethyloxy)phenyl)-6-oxo-3,6-dihydropyridin-1(2H)-yl)methyl)-1-(oxetan-2-ylmethyl)-1H-benzo(d)imidazole-6-carboxylic acid methyl ester COC(=O)C=1C=CC2=C(N(C(=N2)CN2CCC(=CC2=O)C2=C(C(=CC=C2)F)OCOC)C[C@H]2OCC2)C1